(R)-6,7-dimethoxy-1-(furan-2-yl)-1,2,3,4-tetrahydroisoquinoline hydrochloride Cl.COC=1C=C2CCN[C@H](C2=CC1OC)C=1OC=CC1